FC1=CC=C(C=C1)C1C(C1)NC=1C2=C(N=C(N1)SCCC(F)(F)F)N(N=N2)C2C(C(C(C2)CO)O)O 3-[7-[[2-(4-Fluorophenyl)cyclopropyl]amino]-5-[(3,3,3-trifluoropropyl)thio]-3H-1,2,3-triazolo[4,5-d]pyrimidin-3-yl]-5-(hydroxymethyl)-cyclopentane-1,2-diol